4,6-dimethyl-N-(2-(piperidin-4-yl)-5-(trifluoromethyl)phenyl)pyrimidin-2-amine CC1=NC(=NC(=C1)C)NC1=C(C=CC(=C1)C(F)(F)F)C1CCNCC1